C12CN(CC(CC1)O2)C=2C=CC(=NC2)C2(CCC1(OCCO1)CC2)O 8-(5-(8-oxa-3-azabicyclo[3.2.1]octan-3-yl)pyridin-2-yl)-1,4-dioxaspiro[4.5]decan-8-ol